2,6-Diaminotoluol NC1=C(C(=CC=C1)N)C